OC=1C(=C(C(=NC1C)NC(=O)C=1OC2=C(C1)C=CC=C2OC)C)C N-(5-Hydroxy-3,4,6-trimethylpyridin-2-yl)-7-methoxybenzofuran-2-carboxamid